(R)-6-(4-isopropylpiperazin-1-yl)-7-methoxy-N-(1-(2-methyl-3-(trifluoromethyl)phenyl)ethyl)pyrido[2,3-d]pyrimidin C(C)(C)N1CCN(CC1)C1=CC2=C(N(CN=C2)[C@H](C)C2=C(C(=CC=C2)C(F)(F)F)C)N=C1OC